2-(1-Fluoro-4-phenylnaphthalen-2-yl)benzene-1,3-diol FC1=C(C=C(C2=CC=CC=C12)C1=CC=CC=C1)C1=C(C=CC=C1O)O